C(C)(=O)OC[C@H](N)C(=O)O O-Acetyl-Serin